N-(1-methoxypropan-2-yl)-5-(2-((4-(trifluoromethyl)phenyl)amino)phenyl)-1,3,4-oxadiazole-2-carboxamide COCC(C)NC(=O)C=1OC(=NN1)C1=C(C=CC=C1)NC1=CC=C(C=C1)C(F)(F)F